C[C@H]1NCC[C@@H](C1)NC(=O)NC1=CC=C(C=C1)OC(F)(F)F 1-((2R,4S)-2-methylpiperidin-4-yl)-3-(4-(trifluoromethoxy)phenyl)urea